3-tertiary butoxy-1-propanol C(C)(C)(C)OCCCO